NC=1C=C(C=CC1C(=O)OC)[C@@H]1N(CC[C@@H](C1)OCC)CC1=C2C=CN(C2=C(C=C1OC)C)C(=O)OC(C)(C)C tert-Butyl 4-(((2R,4S)-2-(3-amino-4-(methoxycarbonyl)phenyl)-4-ethoxypiperidin-1-yl)methyl)-5-methoxy-7-methyl-1H-indole-1-carboxylate